C(C1=CC=CC=C1)N1C[C@@H]([C@@H](CC1)C)N(C=1C2=C(N=CN1)NC=C2)C [(3R,4R)-1-benzyl-4-methyl-piperidin-3-yl]-methyl-(7H-pyrrolo[2,3-d]pyrimidin-4-yl)-amine